CC=1C(=NC=C(C1)C(F)(F)F)N 3-methyl-5-(trifluoromethyl)pyridin-2-amine